Tert-Butyl 6-[[5-(trifluoromethyl)pyrazin-2-yl]methylene]-2-azaspiro[3.3]heptane-2-carboxylate FC(C=1N=CC(=NC1)C=C1CC2(CN(C2)C(=O)OC(C)(C)C)C1)(F)F